C(C)OC(/C(=C/C(=O)OCC)/[O-])=O.[Na+] sodium (Z)-1,4-diethoxy-1,4-dioxo-but-2-en-2-olate